[C@H]12COC[C@@H]2C1NC1=NN2C(C(=N1)OC)=C(C=C2)C=2C=C1C(=NC2)N=C(N1CC(F)F)C N-((1R,5S,6r)-3-oxabicyclo[3.1.0]hexane-6-yl)-5-(1-(2,2-difluoroethyl)-2-methyl-1H-imidazo[4,5-b]pyridin-6-yl)-4-methoxypyrrolo[2,1-f][1,2,4]triazin-2-amine